FC(C1=NN=C(O1)C1=CC=2N(C=C1)C=C(N2)CN(C(=O)N2CCN(CC2)C)C2=CC(=CC=C2)F)F N-((7-(5-(difluoromethyl)-1,3,4-oxadiazol-2-yl)imidazo[1,2-a]pyridin-2-yl)methyl)-N-(3-fluorophenyl)-4-methylpiperazine-1-carboxamide